C(C)C(C(=O)O)C(=O)O.C(C)C(C(=O)O)C(=O)O.C(C)C(C(=O)O)C(=O)O.OCC(O)CO glycerol tris(ethylmalonate)